1-[(3S,4R)-3-fluoro-4-[(2-{3-[(4-methanesulfonyl-2-methoxyphenyl)amino]prop-1-yn-1-yl}-1-(2,2,2-trifluoroethyl)-1H-indol-4-yl)amino]piperidin-1-yl]ethan-1-one F[C@H]1CN(CC[C@H]1NC1=C2C=C(N(C2=CC=C1)CC(F)(F)F)C#CCNC1=C(C=C(C=C1)S(=O)(=O)C)OC)C(C)=O